FC1=C(CN2C(N([C@H](C3=CC=C(C=C23)C(=O)NCC2=C(C=C(C=C2F)F)F)C)C)=O)C=CC=C1C (S)-1-(2-fluoro-3-methylbenzyl)-3,4-dimethyl-2-oxo-N-(2,4,6-trifluorobenzyl)-1,2,3,4-tetrahydroquinazoline-7-carboxamide